C[C@H]1N(CCN(C1=O)C)CCOC1=CC=C(C=C1)C1=CC=C(C=C1)C=1C2=C(C(N(C1)C)=O)N(C=C2)S(=O)(=O)C2=CC=C(C)C=C2 (R)-4-{4'-[2-(2,4-dimethyl-3-oxopiperazin-1-yl)ethoxy]-[1,1'-biphenyl]-4-yl}-6-methyl-1-tosyl-1H-pyrrolo[2,3-c]pyridin-7(6H)-one